C1(=CC=CC=C1)CC(=O)OC\C=C(/C)\CCC=C(C)C geranyl phenyl-acetate